2'-Amino-5-chloro-2,4'-difluoro-N-(4-(methylsulfonyl)-3-(trifluoromethyl)phenyl)-[1,1'-biphenyl]-4-formamide NC1=C(C=CC(=C1)F)C1=C(C=C(C(=C1)Cl)C(=O)NC1=CC(=C(C=C1)S(=O)(=O)C)C(F)(F)F)F